NC1=NC(=CC(=N1)N1CCC2(C[C@H](NC2)C(=O)OC(C)C)CC1)O[C@@H](C(F)(F)F)C1=C(C=C(C=C1)Cl)C1=CC=CC=C1 (S)-isopropyl 8-(2-amino-6-((R)-1-(5-chloro-[1,1'-biphenyl]-2-yl)-2,2,2-trifluoroethoxy)pyrimidin-4-yl)-2,8-diazaspiro[4.5]decane-3-carboxylate